2-(3-(Dimethylamino)propanamido)-2-((oleoyloxy)methyl)propane-1,3-diyl dioleate C(CCCCCCC\C=C/CCCCCCCC)(=O)OCC(COC(CCCCCCC\C=C/CCCCCCCC)=O)(COC(CCCCCCC\C=C/CCCCCCCC)=O)NC(CCN(C)C)=O